N-((3R,4S)-4-((4-(3-azabicyclo[3.1.0]hexan-3-yl)-2-(2,6-dichloro-3,5-dimethoxy-phenyl)pyrido[3,4-d]pyrimidin-6-yl)amino)tetrahydrofuran-3-yl)acrylamide C12CN(CC2C1)C=1C2=C(N=C(N1)C1=C(C(=CC(=C1Cl)OC)OC)Cl)C=NC(=C2)N[C@H]2[C@H](COC2)NC(C=C)=O